(2-(3-aminopropyl)-4-fluorophenyl)-3-(2-bromo-6-methoxypyridin-3-yl)-6-(trifluoromethyl)-2,3-dihydropyrido[3,4-d]pyrimidin-4(1H)-one, hydrochloride Cl.NCCCC1=C(C=CC(=C1)F)N1CN(C(C2=C1C=NC(=C2)C(F)(F)F)=O)C=2C(=NC(=CC2)OC)Br